CC(CC)C1=CC=C(C=C1)C1=CC=CN2C1=NS(CC2)(=O)=O 9-[4-(1-methylpropyl)phenyl]-3,4-dihydropyrido[2,1-c][1,2,4]thiadiazine 2,2-dioxide